C(C)C1(NC2=CC=C(C=C2C(C1)=O)C1=NC(=NO1)C1=CSC=C1)CC 2,2-diethyl-6-[3-(thiophen-3-yl)-1,2,4-oxadiazol-5-yl]-1,3-dihydroquinolin-4-one